C1(=CC=CC=C1)CC(=O)OCCC1=CC=CC=C1 PHENYLETHYL PHENYLACETATE